BrC1=CC=CC(=N1)OCC1=C(C=C(S1)C#N)F 5-[(6-bromo-2-pyridyl)oxymethyl]-4-fluoro-thiophene-2-carbonitrile